BrC1=NC=CC(=C1)C(CCC(=O)OC)(C)C#N methyl 4-(2-bromopyridin-4-yl)-4-cyanopentanoate